[Al].C1(CC1)N1N=CC(=C1)[C@H]1CN(CCO1)C1=NC2=NC(=CN=C2C(=N1)[C@@H]1C[C@H](C1)C(F)(F)F)C 2-((2S)-2-(1-cyclopropyl-1H-pyrazol-4-yl)-4-morpholinyl)-7-methyl-4-(trans-3-(trifluoromethyl)cyclobutyl)pteridine aluminum